(1R,2R,3R)-2-(3-chlorophenyl)-N-(6-(((6-cyclopropylimidazo[1,2-a]pyridin-2-yl)methyl)amino)pyrimidin-4-yl)-3-methylcyclopropane-1-carboxamide ClC=1C=C(C=CC1)[C@H]1[C@@H]([C@@H]1C)C(=O)NC1=NC=NC(=C1)NCC=1N=C2N(C=C(C=C2)C2CC2)C1